5-cyclopropyl-1-(3-(3,3-difluoropiperidin-1-yl)propyl)-3-isothiocyanatopyridin-2(1H)-one C1(CC1)C=1C=C(C(N(C1)CCCN1CC(CCC1)(F)F)=O)N=C=S